OC(COC=1C=C(C=2N(C1)N=CC2C#N)C=2C=NC(=CC2)N2CC1N(C(C2)C1)CC1=CC(=NC=C1)C)(C)C 6-(2-hydroxy-2-methylpropoxy)-4-(6-(6-((2-methylpyridin-4-yl)methyl)-3,6-diazabicyclo[3.1.1]heptan-3-yl)pyridin-3-yl)pyrazolo[1,5-a]pyridine-3-carbonitrile